C(C)(C)C1=CC2=C(CC(O2)=O)C=C1 6-isopropylbenzofuran-2(3H)-one